CN1N=C(N=C1)C1=C(C=C(C=C1)[N+](=O)[O-])OCC(F)(F)F 1-methyl-3-(4-nitro-2-(2,2,2-trifluoroethoxy)phenyl)-1H-1,2,4-triazole